O=C1NC(CCC1N1C(C2=CC=CC(=C2C1=O)OCCCCC1CCN(CC1)C1=CC=C(C=C1)NC1=NN2C(C=N1)=CC=C2C=2C=C(C=CC2)NS(=O)(=O)C)=O)=O N-(3-(2-((4-(4-(4-((2-(2,6-dioxopiperidin-3-yl)-1,3-dioxoisoindolin-4-yl)oxy)butyl)piperidin-1-yl)phenyl)amino)pyrrolo[2,1-f][1,2,4]triazin-7-yl)phenyl)methanesulfonamide